CC(C)[C@@H](C(=O)O)NCC1([C@H]([C@@H]([C@H](O1)CO)O)O)O N-(1-Deoxy-1-fructosyl)valine